2-KetoGluconate C([C@H]([C@H]([C@@H](C(=O)C(=O)O)O)O)O)O